OCC(=O)C1=CC=CC(=C1)Br hydroxy-5'-bromoacetophenone